ClC1=C(C=CC=C1)C(C(COCOC)O)O 1-(2-chlorophenyl)-3-(methoxymethoxy)propane-1,2-diol